COC1=CC(=NC=N1)C1=CC(=NN1C1OCCCC1)C(=O)N1CCC(CC1)C(=O)NC1CCC(CC1)C 1-[5-(6-methoxypyrimidin-4-yl)-1-(oxan-2-yl)pyrazole-3-carbonyl]-N-(4-methylcyclohexyl)piperidine-4-carboxamide